C(C)P(C1=CC(=CC(=C1)C)C)C1=CC(=CC(=C1)C)C ethylbis(3,5-dimethylphenyl)phosphine